C(C)(C)(C)OC(NC1=NC=C(N=C1)N1CCN(CC1)C)=O (5-(4-methylpiperazin-1-yl)pyrazin-2-yl)carbamic acid tert-butyl ester